(R)-1-isopropyl-N-(4-methyl-1,1-dioxidotetrahydro-2H-thiopyran-4-yl)-3-(5-(1,1,2,2-tetrafluoroethoxy)pyridin-3-yl)-4,5,6,7-tetrahydro-1H-indazole-6-carboxamide C(C)(C)N1N=C(C=2CC[C@H](CC12)C(=O)NC1(CCS(CC1)(=O)=O)C)C=1C=NC=C(C1)OC(C(F)F)(F)F